(E)-4-(3-methoxyprop-1-en-1-yl)-2-(trifluoromethyl)thiazole-5-carboxylic acid ethyl ester C(C)OC(=O)C1=C(N=C(S1)C(F)(F)F)\C=C\COC